CCCCCCCC/C=C\CCCCCCCCCC(=O)O[C@H](COC(=O)CCCCCCC/C=C\C/C=C\CCCCC)COP(=O)(O)OC[C@@H](C(=O)O)N 1-(9Z,12Z-octadecadienoyl)-2-(11Z-eicosenoyl)-glycero-3-phosphoserine